S(=O)(=O)(O)O.N1C(C=CC2=CC=CC=C12)=O quinolinone sulfate